OC=1C=CC(=NC1C=NO)CCCCC[N+]1(CCOCC1)C 4-(5-(5-hydroxy-6-((hydroxyimino)methyl)pyridin-2-yl)pentyl)-4-methylmorpholine-4-ium